C(C)(C)(C)OC(N(CC=O)C)=O tert-butyl-N-methyl-N-(2-oxoethyl)carbamate